The molecule is a 3-oxo-fatty acyl-CoA(4-) arising from deprotonation of the phosphate and diphosphate functions of (10Z,13Z,16Z)-3-oxodocosatrienoyl-CoA. It is a conjugate base of a (10Z,13Z,16Z)-3-oxodocosatrienoyl-CoA. CCCCC/C=C\\C/C=C\\C/C=C\\CCCCCCC(=O)CC(=O)SCCNC(=O)CCNC(=O)[C@@H](C(C)(C)COP(=O)([O-])OP(=O)([O-])OC[C@@H]1[C@H]([C@H]([C@@H](O1)N2C=NC3=C(N=CN=C32)N)O)OP(=O)([O-])[O-])O